CN(C(=O)N)C(F)(F)F 1-methyl-1-(trifluoromethyl)urea